C(C=CC1=CC=CC=C1)[Pd]Cl cinnamylpalladium(II) chloride